COC1=C2C(NC(=NC2=CC(=C1)OC)C1=CC=C(C=C1)N1CCC(CC1)CN1C2CN(C(C1)CC2)C=2C=C1CN(CC1=CC2)C2C(NC(CC2)=O)=O)=O 5-(5-((1-(4-(5,7-dimethoxy-4-oxo-3,4-dihydroquinazolin-2-yl)phenyl)piperidin-4-yl)methyl)-2,5-diazabicyclo[2.2.2]octan-2-yl)-2-(2,6-dioxopiperidin-3-yl)isoindoline